5-amino-8-(2,6-dimethyl-4-pyridinyl)-2-[[(2R,4S)-4-fluoropyrrolidin-2-yl]methyl]-7-phenyl-[1,2,4]triazolo[4,3-c]pyrimidin-3-one NC1=NC(=C(C=2N1C(N(N2)C[C@@H]2NC[C@H](C2)F)=O)C2=CC(=NC(=C2)C)C)C2=CC=CC=C2